acryloxybutylmethyldimethoxysilane C(C=C)(=O)OCCCC[Si](OC)(OC)C